N-(1-(4-chlorophenyl)-2,2,2-trifluoroethyl)-4-oxa-7-azaspiro[2.5]octane-7-sulfonamide ClC1=CC=C(C=C1)C(C(F)(F)F)NS(=O)(=O)N1CCOC2(CC2)C1